C1(CCC1)OCCC=O 3-CYCLOBUTOXYPROPANAL